4-{[(2R,6S)-2,6-Dimethyloxan-4-yl]oxy}piperidine C[C@H]1O[C@H](CC(C1)OC1CCNCC1)C